Cl.C(C)OCC1(CCN(CC1)CC1=CC=C(C=C1)C(C)=O)CCC1=CC=CC=C1 1-(4-((4-(ethoxymethyl)-4-phenethylpiperidin-1-yl)methyl)phenyl)ethanone hydrochloride